(S)-(+)-p-methylbenzenesulfenamide CC1=CC=C(C=C1)SN